(2,2,2-trifluoroethyl) (2-fluoroethyl) sulfide FCCSCC(F)(F)F